OC1=CC2=C(C(/C(/O2)=C/C2=NC3=CC=C(C=C3C=C2)OC)=O)C=C1 (2Z)-6-hydroxy-2-[(6-methoxyquinolin-2-yl)methylene]-1-benzofuran-3(2H)-one